5-[4-(hydroxymethyl)-2-furoyl]pyrimidin OCC=1C=C(OC1)C(=O)C=1C=NC=NC1